3,4-bis(4-hydroxyphenyl)-8-methyl-3,4-dihydro-2H-chromen-7-ol OC1=CC=C(C=C1)C1COC2=C(C(=CC=C2C1C1=CC=C(C=C1)O)O)C